2-(5-Chloropyridin-2-yl)-3-oxobutanoic acid ethyl ester C(C)OC(C(C(C)=O)C1=NC=C(C=C1)Cl)=O